C1=CC=CC=2C1=C1NC3=CC=CC=C3C1=CC2 benzo[a]-carbazol